ClC1=C(C(=NC=C1)CCC(C)(S(=O)N)C)F ((4-chloro-3-fluoropyridin-2-yl)methyl)-2-methylpropane-2-sulfinamide